FC(C(=O)O)(F)F.C1=CC(=CC=2OC3=C(C21)C=CC=C3)C(=O)N dibenzo[B,d]Furan-3-carboxamide trifluoroacetate salt